dibenzoylmethylene(3,5-dimethylcyclopentadienyl)(3,6-di-tert-butylfluorenyl)zirconium dioxide [O-2].[O-2].C(C1=CC=CC=C1)(=O)C(C(C1=CC=CC=C1)=O)=[Zr+4](C1=CC(=CC=2C3=CC(=CC=C3CC12)C(C)(C)C)C(C)(C)C)C1C=C(C=C1C)C